COC1=C(C=CC=C1)CC(C)NC alpha-(2-methoxyphenyl)-beta-methylaminopropane